C(CC)[Sn](OCCCC)(OCCCC)OCCCC n-propyl-tri(butoxy)tin